(S)-ethyl 8-(2-amino-6-((R)-1-(3',5-dichloro-[1,1'-biphenyl]-2-yl)-2,2,2-trifluoroethoxy)pyrimidin-4-yl)-2,8-diazaspiro[4.5]decane-3-carboxylate NC1=NC(=CC(=N1)N1CCC2(C[C@H](NC2)C(=O)OCC)CC1)O[C@@H](C(F)(F)F)C1=C(C=C(C=C1)Cl)C1=CC(=CC=C1)Cl